(rac)-((cis)-2-(6-chloroisoquinolin-1-yl)cyclopropyl)methanol ClC=1C=C2C=CN=C(C2=CC1)[C@@H]1[C@@H](C1)CO |r|